3-[5-(methylcarbamoyl)furan-2-yl]propanoic acid CNC(=O)C1=CC=C(O1)CCC(=O)O